5-(methoxymethyl)-1,3,4-thiadiazol-2-amine COCC1=NN=C(S1)N